C(C)[C@@]1(CN2C(O1)=C(C(=N2)C2=C(C=CC=C2)F)C(=O)O)C.OC(C(O)CO)[2H] Glycerine-d Ethyl-(2R)-6-(2-fluorophenyl)-2-methyl-2,3-dihydropyrazolo[5,1-b][1,3]oxazole-7-carboxylate